4-(4-cyclopropyl-1H-imidazol-1-yl)-5-morpholinopyridin-2-amine C1(CC1)C=1N=CN(C1)C1=CC(=NC=C1N1CCOCC1)N